[Cl-].C(C1=CC=CC=C1)[N+](CCCCCCCCCCCCCCC)(C)C Benzyl-dimethyl-pentadecyl-ammonium chloride